C(C1=CC=CC=C1)NC(N(C1=NC=C(C=C1)C=1C=NN(C1)C)[C@@H]1CC[C@H](CC1)NC1=NC=C(C(=N1)C1=CC=C(C=C1)Cl)C#N)=O 3-benzyl-1-(trans-4-((4-(4-chlorophenyl)-5-cyanopyrimidin-2-yl)amino)cyclohexyl)-1-(5-(1-methyl-1H-pyrazol-4-yl)pyridin-2-yl)urea